FC=1C=CC(=C(C1)CC(=O)NCC1=CC(=NC=C1)OCC(F)(F)F)C(F)(F)F 2-(5-Fluoro-2-(trifluoromethyl)phenyl)-N-((2-(2,2,2-trifluoroethoxy)pyridin-4-yl)methyl)acetamide